BrC1=CC=C(C=C1)N1CC(C1)OC 1-(4-bromophenyl)-3-methoxyazetidine